2-(4,6-Dimethylpyrazolo[1,5-a]pyrazin-2-yl)-6-(octahydro-2H-pyrido[1,2-a]pyrazin-2-yl)quinazolin-4(3H)-one CC=1C=2N(C=C(N1)C)N=C(C2)C2=NC1=CC=C(C=C1C(N2)=O)N2CC1N(CC2)CCCC1